(5S)-3-(difluoromethyl)-5,8,8-trimethyl-5-(o-tolyl)-6-oxo-9,10-dihydro-7H-benzo[b][1,8]naphthyridine-4-carbonitrile FC(C1=C(C=2[C@@](C3=C(NC2N=C1)CC(CC3=O)(C)C)(C3=C(C=CC=C3)C)C)C#N)F